4-azido-1-((3-(benzyloxy)adamantan-1-yl)glycyl)pyrrolidine-2-carbonitrile N(=[N+]=[N-])C1CC(N(C1)C(CNC12CC3(CC(CC(C1)C3)C2)OCC2=CC=CC=C2)=O)C#N